NC=1SC(=C(N1)C(=O)OCC)CCCOC1=C(C=C(C=C1)\C=C\CN(C)C)F ethyl 2-amino-5-(3-{4-[(1E)-3-(dimethylamino)prop-1-en-1-yl]-2-fluorophenoxy}propyl)-1,3-thiazole-4-carboxylate